6-((2-((3R,4S)-3-Amino-4-fluoropiperidin-1-yl)-6-chloro-1H-benzo[d]imidazol-1-yl)methyl)nicotinonitril N[C@@H]1CN(CC[C@@H]1F)C1=NC2=C(N1CC1=NC=C(C#N)C=C1)C=C(C=C2)Cl